3-[(cyclopropylmethyl)amino]-2-fluorobenzoic acid ethyl ester C(C)OC(C1=C(C(=CC=C1)NCC1CC1)F)=O